N[C@@H](CCNC(OC(C)(C)C)=O)C |r| rac-tert-butyl (R)-(3-aminobutyl)carbamate